FC=1C=CC=2N(C1)C=C(N2)CCC#CC2=NC=CC=C2 6-fluoro-2-(4-(pyridin-2-yl)but-3-ynyl)-imidazo[1,2-a]pyridine